2-((1S,2S)-1-(2-cyano-5-fluorophenyl)-1-(1-(2-methoxyethyl)-3,5-dimethyl-1H-pyrazol-4-yl)propan-2-yl)-5-hydroxy-N-(isoxazol-4-yl)-1-methyl-6-oxo-1,6-dihydropyrimidine-4-carboxamide C(#N)C1=C(C=C(C=C1)F)[C@H]([C@H](C)C=1N(C(C(=C(N1)C(=O)NC=1C=NOC1)O)=O)C)C=1C(=NN(C1C)CCOC)C